(1S,2S)-2-fluoro-N-(6-(3-fluoro-2-((methylamino)methyl)phenyl)imidazo[1,2-a]pyridin-2-yl)cyclopropanecarboxamide F[C@@H]1[C@@H](C1)C(=O)NC=1N=C2N(C=C(C=C2)C2=C(C(=CC=C2)F)CNC)C1